FC1=C(C(N(C=2N=C(N=CC21)NC2=CC=C(C=C2)N2CCN(CC2)C)C)=O)N2CCN(C1=C(C=CC=C21)C)C(=O)OC(C)(C)C tert-butyl 4-[5-fluoro-8-methyl-2-[4-(4-methylpiperazin-1-yl)anilino]-7-oxo-pyrido[2,3-d]pyrimidin-6-yl]-8-methyl-2,3-dihydroquinoxaline-1-carboxylate